FC(C1=C(NC=N1)CO)(F)F [5-(trifluoromethyl)-3H-imidazol-4-yl]methanol